(1R,2S,5S)-N-{(1S)-1-cyano-2-[(3S)-2-oxopyrrolidin-3-yl]ethyl}-6,6-dimethyl-3-[3-methyl-N-(trifluoroacetyl)-L-valyl]-3-azabicyclo[3.1.0]hexane-2-carboxamide C(#N)[C@H](C[C@H]1C(NCC1)=O)NC(=O)[C@@H]1[C@H]2C([C@H]2CN1C([C@@H](NC(C(F)(F)F)=O)C(C)(C)C)=O)(C)C